N,N-dimethyl-3-oxo-3-phenylpropionamide CN(C(CC(C1=CC=CC=C1)=O)=O)C